rac-(3aR,6aR)-5-[4-methyl-2-(trifluoromethyl)pyrimidin-5-yl]sulfonyl-2-(oxan-4-yl)-1,3,3a,4,6,6a-hexahydropyrrolo[3,4-c]pyrrole CC1=NC(=NC=C1S(=O)(=O)N1C[C@@H]2[C@@H](C1)CN(C2)C2CCOCC2)C(F)(F)F |r|